1-(4-(1-azidopropan-2-yl)-2-methoxybenzyl)-3-(4-methoxy-3-(pentyloxy)phenyl)tetrahydropyrimidin-2(1H)-one N(=[N+]=[N-])CC(C)C1=CC(=C(CN2C(N(CCC2)C2=CC(=C(C=C2)OC)OCCCCC)=O)C=C1)OC